C(=O)(O)C1=C(CSCCC#N)C=CC=C1 β-(o-carboxybenzylthio)propionitrile